N-[4-(2-{6-[(3R)-3-Aminopiperidine-1-carbonyl]-3-methylpyrazolo[1,5-a]pyridin-2-yl}-1-(cyclopropylmethyl)-1H-indol-6-yl)phenyl]methanesulfonamide N[C@H]1CN(CCC1)C(=O)C=1C=CC=2N(C1)N=C(C2C)C=2N(C1=CC(=CC=C1C2)C2=CC=C(C=C2)NS(=O)(=O)C)CC2CC2